(S)-quinuclidin-3-yl (3,3-dimethyl-7-(pyridin-3-yl)chroman-4-yl)carbamate CC1(COC2=CC(=CC=C2C1NC(O[C@@H]1CN2CCC1CC2)=O)C=2C=NC=CC2)C